[Cl-].[Cl-].C1=C(C=CC2=CC=CC=C12)C(=[Zr+2](C1=C(C(=CC=2C3=CC(=C(C=C3CC12)C)C(C)(C)C)C(C)(C)C)C)C1C=CC=C1)C1=CC2=CC=CC=C2C=C1 di(2-naphthyl)methylene(cyclopentadienyl)(2,7-dimethyl-3,6-di-t-butylfluorenyl)zirconium dichloride